C1(CCCCCCC1)NC1=C(C(=C(C(=C1F)S(N)(=O)=O)F)F)S(=O)(=O)CCC(=O)NCCOC(C(=O)N)C 2-(2-(3-((2-(cyclooctylamino)-3,5,6-trifluoro-4-sulfamoylphenyl)sulfonyl)propionylamino)ethoxy)propionamide